3-chloro-4-(3-hydroxypropoxy)benzaldehyde ClC=1C=C(C=O)C=CC1OCCCO